BrC=1C(=C(N)C(=CC1)C=1NCCN1)F 3-bromo-6-(4,5-dihydro-1H-imidazol-2-yl)-2-fluoroaniline